2-(4-methoxyphenyl)-1,3-dimethylindole COC1=CC=C(C=C1)C=1N(C2=CC=CC=C2C1C)C